(1s,3s)-3-((2-(1-((3-(2-fluorophenyl)-1-methyl-1H-indazol-6-yl)methyl)piperidin-4-yl)-1H-benzo[d]imidazol-1-yl)methyl)cyclobutan-1-ol FC1=C(C=CC=C1)C1=NN(C2=CC(=CC=C12)CN1CCC(CC1)C1=NC2=C(N1CC1CC(C1)O)C=CC=C2)C